ClC1=CC=C2C(C(=CN(C2=C1)CC)C(=O)O)=O 7-chloro-1-ethyl-1,4-dihydro-4-oxo-quinoline-3-carboxylic acid